ClC=1C(=CC=NC1C1=CC=C(C=C1)F)C(C)(C)NS(=O)(=O)C 5-Chloro-6-(4-Fluorophenyl)-4-{2-[(Methanesulfonyl)Amino]propan-2-yl}Pyridine